N-((7-benzyloxy-1-chloro-4-hydroxyisoquinolin-3-yl)-carbonyl)-glycine C(C1=CC=CC=C1)OC1=CC=C2C(=C(N=C(C2=C1)Cl)C(=O)NCC(=O)O)O